1-(4-(6-chloro-7-(2,2-difluoro-benzo[d][1,3]dioxol-4-yl)quinazolin-4-yl)piperazin-1-yl)prop-2-en-1-one ClC=1C=C2C(=NC=NC2=CC1C1=CC=CC=2OC(OC21)(F)F)N2CCN(CC2)C(C=C)=O